7-(tert-butyldimethylsilyloxy)-4-chloro-6,7-dihydro-5H-cyclopenta[b]pyridine [Si](C)(C)(C(C)(C)C)OC1CCC=2C1=NC=CC2Cl